7-(2,6-Dioxapiperidin-3-yl)-3,4-dihydro-6H-spiro[pyrano[2,3-f]isoindole-2,3'-pyrrolidine]-6,8(7H)-dione N1OC(CCO1)N1C(C=2C=C3C(=CC2C1=O)OC1(CNCC1)CC3)=O